COC=1C=C(C(=O)[O-])C=CC1OC(C(C)(C)C)=O 3-methoxy-4-pivaloyloxybenzoate